C(CC(=O)[O-])(=O)OC(C)(CCCC)C(C)(C)C.[K+] potassium 2-(tert-butyl)-2-hexyl malonate